ethyl 1-methyl-2-((6-morpholinylbenzo[d]oxazol-2-yl) amino)-1H-benzo[d]imidazole-5-carboxylate CN1C(=NC2=C1C=CC(=C2)C(=O)OCC)NC=2OC1=C(N2)C=CC(=C1)N1CCOCC1